F[C@@]1(C=2C=CC=NC2[C@H](CC1)O)C(=O)NCC1=C(C=C(C=C1)F)C(F)(F)F (5S,8S)-5-fluoro-N-(4-fluoro-2-(trifluoromethyl)benzyl)-8-hydroxy-5,6,7,8-tetrahydroquinoline-5-carboxamide